5-(7,8-dimethyl-[1,2,4]triazolo[1,5-a]pyridin-6-yl)-6-isopropyl-1-((1S,4S)-4-(isopropylamino)cyclohexyl)-1,3-dihydro-2H-benzo[d]imidazol-2-one CC1=C(C=2N(C=C1C1=CC3=C(N(C(N3)=O)C3CCC(CC3)NC(C)C)C=C1C(C)C)N=CN2)C